FC1=CC=C(C=C1)C1=NN2C(CN[C@H](C2)C)=C1C1=C2C(=NC=C1)NC=C2C (6S)-2-(4-fluorophenyl)-6-methyl-3-(3-methyl-1H-pyrrolo[2,3-b]pyridin-4-yl)-4,5,6,7-tetrahydropyrazolo[1,5-a]pyrazine